O=S1(NC2(CN(C2)C(=O)N2CC3(C2)CC(C3)CC=3SC=C(N3)C(F)(F)F)CC1)=O (6,6-dioxo-6lambda6-thia-2,5-diazaspiro[3.4]octan-2-yl)-[6-[[4-(trifluoromethyl)thiazol-2-yl]methyl]-2-azaspiro[3.3]heptan-2-yl]methanone